ClC1=NC=CC(=C1C#N)C1=CC(=C(C=C1)NS(=O)(=O)C(F)F)O[C@@H](C)C1=CC=C(C=C1)F N-(4-(2-chloro-3-cyanopyridin-4-yl)-2-((1S)-1-(4-fluorophenyl)ethoxy)phenyl)-1,1-difluoromethanesulfonamide